ClC=1C=CC=C2C=C(C=C(C12)C1=C(C=2N=C(N=C(C2C=N1)N1C[C@H]2CC[C@@H](C1)N2C(=O)OC(C)(C)C)S(=O)(=O)C)F)OCOC (1R,5S)-tert-butyl 3-(7-(8-chloro-3-(methoxy methoxy)naphthalen-1-yl)-8-fluoro-2-(methylsulfonyl)pyrido[4,3-d]pyrimidin-4-yl)-3,8-diazabicyclo[3.2.1]octane-8-carboxylate